FC1=C(C=C(OC2CC(C2)NCC2=C3C=CN=CC3=CC=C2C)C=C1)C(F)(F)F (1r,3r)-3-(4-fluoro-3-(trifluoromethyl)phenoxy)-N-((6-methylisoquinolin-5-yl)methyl)cyclobutan-1-amine